FC(C=1C=NC=NC1)(F)F 5-trifluoromethylpyrimidin